C1(CC1)C1=C(C=C(C=C1)NC1=NC=2N(C(=C1)NC1CC1)N=CC2C#N)CS(=O)(=O)C 5-((4-cyclopropyl-3-((methylsulfonyl)methyl)phenyl)amino)-7-(cyclopropylamino)pyrazolo[1,5-a]pyrimidine-3-carbonitrile